carboxyl-hydroxyl-terephthalic acid C(=O)(O)C=1C(=C(C(=O)O)C=CC1C(=O)O)O